C(N)(=O)C=1C=CC(=CC1)C[C@@H]1[C@@]2(OC([C@H]1C(C1=C2C=CC=C1OC(C(C)(C)C)=O)=O)=O)C 3-carbamoyl-6-(((1S,4R,10S)-1-methyl-3,5-dioxo-6-(pivaloyloxy)-1,3,4,5-tetrahydro-1,4-methanobenzo[c]oxepin-10-yl)methyl)benzene